N-(4-fluoro-2-methylphenyl)-4-(N-(3-(trifluoromethyl)phenyl)sulfamoyl)benzamide FC1=CC(=C(C=C1)NC(C1=CC=C(C=C1)S(NC1=CC(=CC=C1)C(F)(F)F)(=O)=O)=O)C